C(C)(C)N1N=C(N=C1[C@H]1C[C@@H](CC1)C1OCCCNC1)C=1C=NC(=CC1)C(F)(F)F ((1R,3R)-3-(1-isopropyl-3-(6-(trifluoromethyl)pyridin-3-yl)-1H-1,2,4-triazol-5-yl)cyclopentyl)-1,4-oxaazepane